The molecule is a cationic sphingoid that is the conjugate acid of C20 phytosphingosine, obtained by protonation of the primary amino function; major species at pH 7.3. It is a conjugate acid of a C20 phytosphingosine. CCCCCCCCCCCCCCCC[C@H]([C@H]([C@H](CO)[NH3+])O)O